S(=O)(C1=CC=C(C=C1)N)(=O)NCC1=CC=CC=C1 p-sulfanilylbenzylamine